COC=1C=CC2=C(N=C(S2)C)C1 5-methoxy-2-methyl-1,3-benzothiazole